ClC=C(C(F)Cl)Cl 1,2,3-trichloro-3-fluoro-1-propene